4-((5-methoxypyridin-2-yl)amino)-6-acetylamino-1H-indole-2-carboxylic acid COC=1C=CC(=NC1)NC1=C2C=C(NC2=CC(=C1)NC(C)=O)C(=O)O